C1(CC1)C1=CC(=CC(=N1)N1C=C(C=2C=C(NC2C1=O)CNC1(CCC1)C)C1CC1)C1=C(C=C(C#N)C=C1)C1=NN=CN1C 4-(6-cyclopropyl-2-{4-cyclopropyl-2-[(1-methylcyclobutylamino)methyl]-7-oxo-1,6-dihydro-1,6-diaza-6-indenyl}-4-pyridyl)-3-(4-methyl-4H-1,2,4-triazol-3-yl)benzonitrile